4-(3-(3-(4-(dimethylamino)butanamido)-4-methylphenoxy)-5-methylphenyl)-N-ethyl-6-methyl-7-oxo-6,7-dihydro-1H-pyrrolo[2,3-c]pyridine-2-carboxamide CN(CCCC(=O)NC=1C=C(OC=2C=C(C=C(C2)C)C=2C3=C(C(N(C2)C)=O)NC(=C3)C(=O)NCC)C=CC1C)C